[(7-methoxy-4-methyl-2-oxo-2H-1-benzopyran-3-yl)phenyl]iodonium COC1=CC2=C(C(=C(C(O2)=O)C2=C(C=CC=C2)[IH+])C)C=C1